tert-butyl 3-(4,4,5,5-tetramethyl-1,3,2-dioxaborolan-2-yl)-9-azabicyclo[3.3.1]non-2-ene-9-carboxylate CC1(OB(OC1(C)C)C1=CC2CCCC(C1)N2C(=O)OC(C)(C)C)C